ClC=1C(=CC(N(C1)CC1=NC2=C(N1[C@@H]1COCC1(C)C)C=C(C=C2F)C(=O)O)=O)C2=NC(=CC=C2)OCC2=C(C=C(C=C2)Cl)F (S)-2-((5'-chloro-6-((4-chloro-2-fluorobenzyl)oxy)-2'-oxo-[2,4'-bipyridin]-1'(2'H)-yl)methyl)-1-(4,4-dimethyltetrahydrofuran-3-yl)-4-fluoro-1H-benzo[d]imidazole-6-carboxylic acid